(R)-3-(1-amino-8-azaspiro[4.5]dec-8-yl)-6-(2,3-dichlorophenyl)-5-methylpyrazine-2-carbonitrile N[C@@H]1CCCC12CCN(CC2)C=2C(=NC(=C(N2)C)C2=C(C(=CC=C2)Cl)Cl)C#N